Bis(3,5-di-tert-butylphenyl)pentaerythritol diphosphite OP(O)OP(O)O.C(C)(C)(C)C=1C=C(C=C(C1)C(C)(C)C)C(O)(C(CO)(CO)CO)C1=CC(=CC(=C1)C(C)(C)C)C(C)(C)C